C(C)(C)(C)OC(C(C)(C)C1=CC=C(C=C1)NC1=C(N=NC(=C1)C1=C(C=CC=C1F)F)C(=O)[O-])=O 4-((4-(1-(tert-butoxy)-2-methyl-1-oxopropan-2-yl)phenyl)amino)-6-(2,6-difluorobenzeneyl)pyridazine-3-carboxylate